CC(C#CC1=C(C=CC=C1)NC(C)=O)(CC)C N-(2-(3,3-dimethylpent-1-ynyl)phenyl)acetamide